CN1C(=CC=2C=NC(=CC21)NC(=O)C2CC2)C=2C=C(C=CC2)C N-(1-methyl-2-m-tolyl-1H-pyrrolo[3,2-c]pyridin-6-yl)cyclopropanecarboxamide